1-((2-acetamidothiazol-5-yl)methyl)-N-(pyrazin-2-yl)piperidine-4-carboxamide C(C)(=O)NC=1SC(=CN1)CN1CCC(CC1)C(=O)NC1=NC=CN=C1